FC=1C(=C(C=CC1)NC1=C(NC2=C1C(NCC2)=O)C2=NC(=NC=C2)NC)C 3-[(3-fluoro-2-methylphenyl)amino]-2-[2-(methylamino)pyrimidin-4-yl]-1H,5H,6H,7H-pyrrolo[3,2-c]pyridin-4-one